8-(3-(2-chlorophenyl)-1H-pyrazolo[3,4-b]pyrazin-6-yl)-8-azaspiro[4.5]decan-1-amine ClC1=C(C=CC=C1)C1=NNC2=NC(=CN=C21)N2CCC1(CCCC1N)CC2